3-(6-chloro-1,3-benzothiazol-2-yl)bicyclo[1.1.1]pentan-1-amine ClC1=CC2=C(N=C(S2)C23CC(C2)(C3)N)C=C1